BrC1=C2C(=CNC2=CC=C1)C(=O)NC1=NC(=CC=C1)C1=NN=CN1C(C)C 4-bromo-N-(6-(4-isopropyl-4H-1,2,4-triazol-3-yl)pyridin-2-yl)-1H-indole-3-carboxamide